2-(Cyclopropylethynyl)isonicotinic acid methyl ester COC(C1=CC(=NC=C1)C#CC1CC1)=O